FC1=CC(=CC2=C1CN(CCO2)C(=O)C2(COC2)C)C#N 6-fluoro-4-[(3-methyloxetan-3-yl)carbonyl]-3,5-dihydro-2H-1,4-benzoxazepine-8-carbonitrile